FC1=CC=C2C(=CNC2=C1)CC[C@@H]1N(CCC2=CC(=C(C=C12)OC)OC)C=O (S)-1-(2-(6-fluoro-1H-indol-3-yl)ethyl)-6,7-dimethoxy-3,4-dihydroisoquinoline-2(1H)-formaldehyde